IC1=NN(C(=C1C(C)C)C)CC(=O)C1COCC1 2-[3-iodo-5-methyl-4-(propan-2-yl)-1H-pyrazol-1-yl]-1-(oxolan-3-yl)ethan-1-one